COC1=CC=C(C=N1)[C@H](CC(=O)O)NC(=O)C1CN(C1)CCCC1=NC=2NCCCC2C=C1 (S)-3-(6-methoxypyridin-3-yl)-3-(1-(3-(5,6,7,8-tetrahydro-1,8-naphthyridin-2-yl)propyl)azetidine-3-carboxamido)propionic acid